NS(=NC(CC1=C(C=C(C=C1C(C)C)COC1CCCC1)C(C)C)=O)(=O)C1=CN=C(S1)C(C)(C)O N-(amino(2-(2-hydroxypropan-2-yl)thiazol-5-yl)(oxo)-λ6-sulfaneylidene)-2-(4-((cyclopentyloxy)methyl)-2,6-diisopropylphenyl)acetamide